CN1N=CC(=C1)C=1C=C2N(N=CC=C2N2CC3CCC(C2)N3[C@@H]3[C@@H](CC3)O)C1 |r| rac-(1R,2S)-2-(3-(6-(1-methyl-1H-pyrazol-4-yl)pyrrolo[1,2-b]pyridazin-4-yl)-3,8-diazabicyclo[3.2.1]octan-8-yl)cyclobutan-1-ol